OC([C@H](CO)N)(O)\C(=C\CCCCCCCCCCCCC)\O 3,4-dihydroxysphingosine